(S)-2-amino-3-methylpropanol N[C@H](CO)CC